Cl.C12(CC3CC(CC(C1)C3)C2)CN adamant-1-ylmethylamine hydrochloride